5-bromo-6-fluoro-3-(2-methylpyridin-4-yl)-1-(tetrahydro-2H-pyran-2-yl)-1H-indazole BrC=1C=C2C(=NN(C2=CC1F)C1OCCCC1)C1=CC(=NC=C1)C